5-amino-8-(2,6-dimethyl-4-pyridinyl)-7-phenyl-2-[3-(1-piperidinyl)propyl]-[1,2,4]triazolo[4,3-c]pyrimidin-3-one NC1=NC(=C(C=2N1C(N(N2)CCCN2CCCCC2)=O)C2=CC(=NC(=C2)C)C)C2=CC=CC=C2